(2Z,3E)-1-(2-(2-(2-hydroxyethoxy)ethoxy)ethyl)-3-(hydroxyimino)-6'-((E)-styryl)-[2,3'-biindolinylidene]-2'-one OCCOCCOCCN1/C(/C(/C2=CC=CC=C12)=N/O)=C/1\C(NC2=CC(=CC=C12)\C=C\C1=CC=CC=C1)=O